amino-1-methylpyrrole-2-carboxylic acid NC1=C(N(C=C1)C)C(=O)O